N[C@@H]1[C@@H]([C@H]2CC[C@@H](C1)N2C2=C(N=C1C(=N2)NN=C1C=1C(=C2N=C(C=NC2=CC1)N1CCOCC1)Cl)CO)F {6-[(1R,2S,3S,5S)-3-amino-2-fluoro-8-azabicyclo[3.2.1]octan-8-yl]-3-[5-chloro-3-(morpholin-4-yl)quinoxalin-6-yl]1H-pyrazolo[3,4-b]pyrazin-5-yl}methanol